2-di-tert-butylphosphino-2',4',6'-triisopropyl-3,6-dimethoxy-1,1'-biphenyl C(C)(C)(C)P(C1=C(C(=CC=C1OC)OC)C1=C(C=C(C=C1C(C)C)C(C)C)C(C)C)C(C)(C)C